1,1-dimethylethyl [(3R)-1-({2-[1-ethyl-7-(methyloxy)-1H-indol-2-yl]-1-methyl-1H-benzimidazol-5-yl}carbonyl)-3-piperidinyl]carbamate C(C)N1C(=CC2=CC=CC(=C12)OC)C1=NC2=C(N1C)C=CC(=C2)C(=O)N2C[C@@H](CCC2)NC(OC(C)(C)C)=O